4-bromo-3-(2-cyanocyclopropyl)pyrazolo[1,5-a]pyridine-5-carboxamide BrC=1C=2N(C=CC1C(=O)N)N=CC2C2C(C2)C#N